ClC=1C=C(C(=NC1)OC)C(C)N1N=CC(=C1)NC(=O)[C@H](C(C1CC1)C1CC1)NC(=O)C=1N(N=CC1)C(C)C N-[(1S)-1-[[1-[1-(5-chloro-2-methoxy-3-pyridyl)ethyl]pyrazol-4-yl]carbamoyl]-2,2-dicyclopropyl-ethyl]-2-isopropyl-pyrazole-3-carboxamide